NN1C=CC(=C1I)Cl 1-amino-4-chloro-5-iodo-pyrrole